N[C@H](C(=O)NC=1C=NN(C1)[C@H](C)C=1C(=NC=CC1)OC)C(C1CC1)C1CC1 (2S)-2-amino-3,3-dicyclopropyl-N-[1-[(1R)-1-(2-methoxy-3-pyridyl)ethyl]pyrazol-4-yl]propanamide